C(C)(C)(C)OC(=O)N1[C@@H](CC2=CC=CC=C12)C(=O)O (2S)-1-(tert-Butoxycarbonyl)-2,3-dihydroindole-2-carboxylic acid